FC1=CC=C(C=C1)C=1NN(CCC1C1=CC=CC=C1)S(=O)(=O)C1=CC=C(C=C1)C(F)(F)F 3-(4-fluorophenyl)-4-phenyl-N-((4-(trifluoromethyl)phenyl)sulfonyl)-5,6-dihydropyridazine